C1(CC1)C=1SC2=C(N(C(N(C2=O)C2=CC3=CN(N=C3C=C2)C)=O)C2=C(C=C(C=C2)OC(F)F)OC)N1 2-cyclopropyl-4-(4-(difluoromethoxy)-2-methoxyphenyl)-6-(2-methyl-2H-indazol-5-yl)thiazolo[4,5-d]pyrimidine-5,7(4H,6H)-dione